[C@@]12(CNC[C@@H]2C1)C#CC1=C(C=C2C(=NC=NC2=C1)NC1=C(C(=CC=C1)Cl)F)[N+](=O)[O-] 7-[2-[(1S,5R)-3-azabicyclo[3.1.0]hexane-1-yl]ethynyl]-N-(3-chloro-2-fluoro-phenyl)-6-nitro-quinazolin-4-amine